5-benzoylamino-3-(1-hexylpiperidin-4-yl)-1H-indole C(C1=CC=CC=C1)(=O)NC=1C=C2C(=CNC2=CC1)C1CCN(CC1)CCCCCC